C1(CCCCC1)C(C(=O)NC=1N=NC(=CC1)OCC1CC1)C 2-cyclohexyl-N-(6-(cyclopropylmethoxy)pyridazin-3-yl)propanamide